1,2-Bis(2-mercaptoethylthio)ethane SCCSCCSCCS